C1CCC2=C(C=3CCCC3C=C12)NC(=O)N=[S@](=O)(N)C=1SC=C(C1)CNC (R)-N'-((1,2,3,5,6,7-hexahydro-s-indacen-4-yl)carbamoyl)-4-((methylamino)methyl)thiophene-2-sulfonimidamide